COC1=CC=C(C=C1)C1=CC2=C(N=C(N=C2)SC)N(C1)C 6-(4-methoxyphenyl)-8-methyl-2-(methylthio)pyrido[2,3-d]pyrimidin